ClC=1C=C(C=CC1)[C@@H](CO)NC(=O)C=1N=CN(C1)C1=CC(=NC=C1)N[C@@H](CO)CC N-((S)-1-(3-chlorophenyl)-2-hydroxyethyl)-1-(2-(((R)-1-hydroxybutan-2-yl)amino)pyridin-4-yl)-1H-imidazole-4-carboxamide